N(=C=S)C=1C=C2C(=C(NC2=CC1)C1=CC=CC=C1)C(CC(F)(F)F)C=1SC=CC1 5-isothiocyanato-2-phenyl-3-(3,3,3-trifluoro-1-(thiophen-2-yl)propyl)-1H-indole